N-[2-(5-{5-azaspiro[2.3]hexan-5-yl}-2H-pyrazolo[3,4-b]pyridin-2-yl)pyridin-4-yl]azetidine C1CC12CN(C2)C2=CC=1C(N=C2)=NN(C1)C1=NC=CC(=C1)N1CCC1